methano-1,4,4a,9a-tetrahydrocarbazole C12C(=CCC3C4=CC=CC=C4NC13)C2